6-chloro-8-(difluoromethyl)-2-methyl-imidazo[1,2-b]pyridazine ClC=1C=C(C=2N(N1)C=C(N2)C)C(F)F